[13C](=O)=O The molecule is a (13)C-modified compound that is carbon dioxide in which the carbon is present as its (13)C isotope. It has a role as a diagnostic agent. It is a (13)C-modified compound, a one-carbon compound, a carbon oxide and a gas molecular entity.